4-Fluoro-3,5-dimethyl-aniline hydrochloride Cl.FC1=C(C=C(N)C=C1C)C